(E)-2-((hydroxyimino)methyl)-1-methyl-4-(propylthio)pyridin-1-ium iodide [I-].O\N=C\C1=[N+](C=CC(=C1)SCCC)C